C12C3NC(C3C(C=C1)C2)=O 3-aza-tricyclo[4.2.1.0(2,5)]nonan-7-ene-4-one